ClC=1C(=CC(=C(C1)NC(=O)C=1C=NN(C1C(F)(F)F)C1=C2C=CNC(C2=CC=C1)=O)F)N1N=CC=N1 N-(5-Chloro-2-fluoro-4-(2H-1,2,3-triazol-2-yl)phenyl)-1-(1-oxo-1,2-dihydroisochinolin-5-yl)-5-(trifluoromethyl)-1H-pyrazol-4-carboxamid